C1(CC1)CN([C@H]1C[C@H]([C@@H](CC1)NC(OC(C)(C)C)=O)F)C1=C2CN(C(C2=CC=C1)=O)C1C(NC(CC1)=O)=O tert-butyl ((1R,2R,4R)-4-((cyclopropylmethyl)(2-(2,6-dioxopiperidin-3-yl)-1-oxoisoindolin-4-yl)amino)-2-fluorocyclohexyl)carbamate